p-azidomethylphenyltrimethoxysilane N(=[N+]=[N-])CC1=CC=C(C=C1)[Si](OC)(OC)OC